5-butyl-benzotriazol C(CCC)C1=CC2=C(NN=N2)C=C1